5-[(3-bromophenyl)(cyclobutyl)methyl]-4-methyl-1,2,4-triazole-3-thiol BrC=1C=C(C=CC1)C(C=1N(C(=NN1)S)C)C1CCC1